CNC=1C=NN(C1)C(F)(F)F N-methyl-1-(trifluoromethyl)pyrazol-4-amine